FC=1C(=NNC1C(=O)OCC)C ethyl 4-fluoro-3-methyl-1H-pyrazole-5-carboxylate